CN1C2CC(CC1CC2)CCC2=NN(C1N=CC=C(C12)C(=O)OCC)CC1=CC=C(C=C1)OC ethyl 3-[2-(8-methyl-8-azabicyclo[3.2.1]oct-3-yl) ethyl]-1-(4-methoxybenzyl)-3a,7a-dihydro-1H-pyrazolo[3,4-b]pyridine-4-carboxylate